C(CCC)C1=NC2(C(N1CC1=CC(=C(C=C1)C1=C(C=CC=C1)S(N(COC)C1=NOC(=C1C)C)(=O)=O)CNC([O-])=O)=O)CCCC2 (4-((2-butyl-4-oxo-1,3-diazaspiro[4.4]non-1-en-3-yl)methyl)-2'-(N-(4,5-dimethylisoxazol-3-yl)-N-(methoxymethyl)sulfamoyl)-[1,1'-biphenyl]-2-yl)methylcarbamate